2-(2-(1-(Cyclopropylsulfonyl)-1H-pyrazol-4-yl)pyrimidin-4-yl)-5-(1-(difluoromethyl)-1H-pyrazol-3-yl)-N4-((1s,4s)-4-(2-(dimethylamino)ethyl)cyclohexyl)pyridine-2,4-diamine C1(CC1)S(=O)(=O)N1N=CC(=C1)C1=NC=CC(=N1)C1(NC=C(C(=C1)NC1CCC(CC1)CCN(C)C)C1=NN(C=C1)C(F)F)N